OCCOC1=CC(=NC=N1)NC1=NNC2=CC(=CC=C12)[C@@H]1C[C@@]12C(NC1=CC=C(C=C21)OC)=O (1r,2s)-2-(3-{[6-(2-hydroxyethoxy)pyrimidin-4-yl]amino}-1H-indazol-6-yl)-5'-methoxyspiro[cyclopropan-1,3'-indol]-2'(1'H)-one